FC=1C=C(COC2=NC(N3C(N4[C@@]5(CO[C@H](C4)C5)C3)=C2)=O)C=C(C1OC1=CC(=NC=C1)OC(F)(F)F)F (3S,11aR)-7-((3,5-difluoro-4-((2-(trifluoromethoxy)pyridin-4-yl)oxy)benzyl)oxy)-3,4-dihydro-1H,9H,11H-3,11a-methanopyrimido[6',1':2,3]imidazo[5,1-c][1,4]oxazin-9-one